(rac)-1-(dimethylamino)-2,5-diphenylphosphinane 1-oxide CN(P1(C(CCC(C1)C1=CC=CC=C1)C1=CC=CC=C1)=O)C